C1(=CC=CC=C1)N1CC2=C(C=CC=C2C=C1)C(N)=N 2-phenyl-1,2-dihydroisoquinoline-8-carboximidamide